tert-butyl 4-((4-chloro-5-cyanopyrimidine-2-yl)amino)piperidine-1-carboxylate ClC1=NC(=NC=C1C#N)NC1CCN(CC1)C(=O)OC(C)(C)C